FC=1C(=NC(=NC1)NC=1C=NN(C1)[C@H]1[C@@H](CN(CC1)C1COC1)F)NC 5-fluoro-N2-(1-((trans)-3-fluoro-1-(oxetan-3-yl)piperidin-4-yl)-1H-pyrazol-4-yl)-N4-methylpyrimidine-2,4-diamine